NC=1SC2=C(C1C#N)C(=C(C=C2)F)C=2C1=C(C=3C(=NC(=NC3C2F)OCC2CN(CCC2(F)F)C)N2C3CNCC2CC3)COC1 2-Amino-4-[1-(3,8-diazabicyclo[3.2.1]octan-8-yl)-3-[(4,4-difluoro-1-methyl-3-piperidyl)methoxy]-5-fluoro-7,9-dihydrofuro[3,4-f]quinazolin-6-yl]-5-fluoro-benzothiophene-3-carbonitrile